(1S,4s)-4-((5-(1,8-naphthyridin-3-yl)pyrrolo[2,1-f][1,2,4]triazin-2-yl)amino)-1-methylcyclohexane-1-ol N1=CC(=CC2=CC=CN=C12)C=1C=CN2N=C(N=CC21)NC2CCC(CC2)(O)C